BrC1=C2CCC(C2=CC=C1)O 4-bromo-2,3-dihydro-1H-inden-1-ol